OC(C(=O)O)CC(=O)O 2-hydroxybutanedioic acid